(S)-8-bromo-4-(2-methoxyethyl)-3-methyl-5-oxo-2,3,4,5-tetrahydrobenzofuro[2,3-f][1,4]oxazepine-3-carboxylic acid BrC1=CC2=C(C=C1)C1=C(C(N([C@@](CO1)(C(=O)O)C)CCOC)=O)O2